1-(3-chloro-5-fluoro-2-hydroxyphenyl)ethanone ClC=1C(=C(C=C(C1)F)C(C)=O)O